N-(2,4-difluorobenzyl)-6'-fluoro-4'-oxo-3',4'-dihydro-1'h-spiro[piperidine-4,2'-quinoline]-1-carboxamide FC1=C(CNC(=O)N2CCC3(NC4=CC=C(C=C4C(C3)=O)F)CC2)C=CC(=C1)F